CC1(C(N(C(N1)=O)C1=CC=C(C=C1)C1(COC1)C)=O)C 5,5-dimethyl-3-(4-(3-methyloxetan-3-yl)phenyl)imidazolidine-2,4-dione